CC1OCCCNC1 2-methyl-1,4-oxazepan